COC1=NC=C(C(=N1)OC)C1=NC(=NO1)C 5-(2,4-dimethoxypyrimidin-5-yl)-3-methyl-1,2,4-oxadiazole